C1(=CC=C(C=C1)C1(CC(=NO1)C1=CC=C(C(=O)O)C=C1)C(F)(F)F)C 4-(5-(p-tolyl)-5-(trifluoromethyl)-4,5-dihydroisoxazol-3-yl)benzoic acid